8,8'-(((1R,3R)-3-HYDROXYCYCLOHEXYL)AZANEDIYL)BIS(N,N-DIDECYLOCTANAMIDE) O[C@H]1C[C@@H](CCC1)N(CCCCCCCC(=O)N(CCCCCCCCCC)CCCCCCCCCC)CCCCCCCC(=O)N(CCCCCCCCCC)CCCCCCCCCC